C(C)(C)(C)OC(NCCCN1C(C(=CC2=CC(=CC=C12)NC1=NC(=C(C=C1Cl)C#N)Cl)OCC(=O)NC)=O)=O tert-Butyl(3-(6-((3,6-dichloro-5-cyanopyridin-2-yl)amino)-3-(2-(methylamino)-2-oxoethoxy)-2-oxoquinolin-1(2H)-yl)propyl)carbamate